3-(2-Aminoethyl)-aminopropyl-trimethoxysilane NCCC(CC[Si](OC)(OC)OC)N